ClCCC=C(CCC1=CC=C(C=C1)OC)C 1-(6-chloro-3-methylhex-3-en-1-yl)-4-methoxybenzene